C1(=CC(=CC=2OCC3=C(C21)C=CC=C3)O)O 6H-DIBENZO(b,d)PYRAN-1,3-DIOL